BrC=1C=C(C=CC1)C(COCCC(C(=O)OC)(C)C)N1N=C(C=C1)C1=C(C=CC(=C1)OC=1C(=C2C=CNC2=CC1F)C=O)F Methyl 4-(2-(3-bromophenyl)-2-(3-(2-fluoro-5-((6-fluoro-4-formyl-1H-indol-5-yl)oxy)phenyl)-1H-pyrazol-1-yl)ethoxy)-2,2-dimethylbutanoate